[Na+].FC(C1=NC(=CC(=C1)NS([O-])(=O)=O)C(F)(F)F)(F)F 2,6-Bis(trifluoromethyl)-4-pyridylsulfamic acid sodium salt